4-(4-octylphenyl)pyridine C(CCCCCCC)C1=CC=C(C=C1)C1=CC=NC=C1